8-(4-aminophenyl)-6-bromo-N-(4-methoxybenzyl)pyrrolo[1,2-a]pyrazin-1-amine NC1=CC=C(C=C1)C=1C=C(N2C1C(=NC=C2)NCC2=CC=C(C=C2)OC)Br